(2Z)-3-{3-[3,5-bis(trifluoromethyl)phenyl]-1H-1,2,4-triazol-1-yl}-N'-(pyrazin-2-yl)prop-2-enohydrazide ethyl-(E)-N-(4-cyano-1-(2-methoxyethyl)-1H-pyrazol-5-yl)-formimidate C(C)O\C=N\C1=C(C=NN1CCOC)C#N.FC(C=1C=C(C=C(C1)C(F)(F)F)C1=NN(C=N1)\C=C/C(=O)NNC1=NC=CN=C1)(F)F